imidazoline-1-ethanol N1(C=NCC1)CCO